hydroxyethyl sulphone sulphate S(=O)(=O)(O)O.OCCS(=O)(=O)CCO